O1C=CC2=C1CC=C=C=C2 furo-cycloheptatriene